CN1C=C(C=C(C1=O)NC1=NC=C(C=C1)N1CCN(CC1)C1COC1)C1=C(C=O)C(=CN=C1)N1C(C=2C=C3CCCCN3C2CC1)=O 3-(1-Methyl-5-(5-(4-(oxetan-3-yl)piperazin-1-yl)pyridin-2-ylamino)-6-oxo-1,6-dihydropyridin-3-yl)-5-(1-oxo-3,4,6,7,8,9-hexahydropyrido[3,4-b]indolizin-2(1H)-yl)isonicotinaldehyde